(phenanthrenylnaphthalenyl)(phenanthrenyl)benzene C1(=CC=CC=2C3=CC=CC=C3C=CC12)C1=C(C2=CC=CC=C2C=C1)C1=C(C=CC=C1)C1=CC=CC=2C3=CC=CC=C3C=CC12